C1(CC1)C=1C(=C(C=CC1)S(=O)(=O)C=1C=NC2=CC=CC=C2C1C1=NOCC(N1)CC1=C(C=C(C=C1)C)C)F 3-[(3-cyclopropyl-2-fluorophenyl)sulfonyl]-4-[5-(2,4-dimethylbenzyl)-5,6-dihydro-4H-1,2,4-oxadiazin-3-yl]quinoline